FC(OC=1C=C(C=CC1)C=1C=C2C=CC(=NC2=CC1)N1CCC(CC1)C(=O)OCC)(F)F ethyl 1-(6-(3-(trifluoromethoxy)phenyl)quinolin-2-yl)piperidine-4-carboxylate